(trans-2-hydroxycyclohexyl)-5-methoxy-6-(4-(1H-pyrazol-1-yl)benzyl)isoindolin-1-one O[C@H]1[C@@H](CCCC1)N1C(C2=CC(=C(C=C2C1)OC)CC1=CC=C(C=C1)N1N=CC=C1)=O